ClC1=C([C@H](C(=O)O)O)C=CC=C1 (R)-o-chloromandelic acid